N1=C(C=CC=C1)CC(C(O)=O)CCC[C@@H]1SC[C@@H]2NC(=O)N[C@H]12 picolyl-Biotin